NC1=C(C=C(C2=CC=CC=C12)S(=O)(=O)O)N=NC=1C=NC(=CC1)C1=C(C=CC=C1)O 4-amino-3-[6-(2-hydroxyphenyl)pyridine-3-ylazo]naphthalene-1-sulfonic acid